N1(CCOCC1)CCNC(=O)NC1=CC=C(C=C1)C 1-[2-(4-morpholinyl)ethyl]-3-(4-methylphenyl)urea